NCCN1C[C@H](OCC1)CN(C(OC(C)(C)C)=O)C tert-butyl N-[[(2S)-4-(2-aminoethyl)morpholin-2-yl]methyl]-N-methyl-carbamate